4-((1H-Indol-3-yl)amino)-N-(4-(4-methylpiperazin-1-yl)phenyl)-2-oxo-1,2-dihydropyridine-3-carboxamide N1C=C(C2=CC=CC=C12)NC1=C(C(NC=C1)=O)C(=O)NC1=CC=C(C=C1)N1CCN(CC1)C